O[C@H](COC1=C(C=CC=C1)S(=O)(=O)NC)CN[C@H]1COC2(C1)CCN(CC2)S(=O)(=O)C=2C=NC1=CC=CC=C1C2O ((S)-2-hydroxy-3-((R)-8-(4-hydroxyquinolin-3-ylsulfonyl)-1-oxa-8-azaspiro[4.5]decan-3-ylamino)propoxy)-N-methylbenzenesulfonamide